3-[(tert-butoxycarbonyl)amino]-3-methylbutanoic acid C(C)(C)(C)OC(=O)NC(CC(=O)O)(C)C